BrC1=CC=C(C=C1)CS(=O)(=O)CC1=CC=C(C=C1)Br 4-bromophenyl-methyl sulfone